C(C)(=O)NC=1N=C2N(N=C(C=C2)C=2C=C(C(=NC2)OC)C(=O)NCC2=C(C=CC=C2)COC(C)C)C1 5-{2-acetamidoimidazo[1,2-b]pyridazin-6-yl}-2-methoxy-N-({2-[(propan-2-yloxy)methyl]phenyl}methyl)pyridine-3-carboxamide